4-methyltetrahydrofuran-3-yl isobutyrate C(C(C)C)(=O)OC1COCC1C